(1-methyl-5-(2-methyl-5-(3-(6-(trifluoromethyl)pyridin-3-yl)ureido)phenyl)-2-oxo-1,2-dihydro-[3,4'-bipyridin]-2'-yl)acetamide CN1C(C(=CC(=C1)C1=C(C=CC(=C1)NC(=O)NC=1C=NC(=CC1)C(F)(F)F)C)C1=CC(=NC=C1)CC(=O)N)=O